FC(CCN(CCC(C(=O)O)NC(CC(CC)CC)=O)CCCCC1=NC=2NCCCC2C=C1)F 4-[3,3-difluoropropyl-[4-(5,6,7,8-tetrahydro-1,8-naphthyridin-2-yl)butyl]amino]-2-(3-ethylpentanoylamino)butanoic acid